1-(((R)-7-((2S,4R)-2-(2,5-difluorophenyl)-4-(ethylamino)piperidine-1-carbonyl)-7-azaspiro[4.5]dec-10-yl)methyl)-4-phenylpyridin-2(1H)-one FC1=C(C=C(C=C1)F)[C@H]1N(CC[C@H](C1)NCC)C(=O)N1CC2(CCCC2)[C@@H](CC1)CN1C(C=C(C=C1)C1=CC=CC=C1)=O